tert-butyl 3-[4-[4-chloro-7-[4-fluoro-2-(2-methoxy ethoxy)phenyl]thieno[3,2-c]pyridin-6-yl]pyrazol-1-yl]azetidine-1-carboxylate ClC1=NC(=C(C2=C1C=CS2)C2=C(C=C(C=C2)F)OCCOC)C=2C=NN(C2)C2CN(C2)C(=O)OC(C)(C)C